4'-FORMYL-4-HYDROXY[1,1'-BIPHENYL]-3-CARBOXYLIC ACID C(=O)C1=CC=C(C=C1)C1=CC(=C(C=C1)O)C(=O)O